(S)-N'-((2,3-dicyclopropyl-6,7-dihydro-5H-cyclopenta[b]pyridin-4-yl)carbamoyl)-1-(difluoromethyl)-1H-pyrazole-3-sulfonimidamide C1(CC1)C1=C(C(=C2C(=N1)CCC2)NC(=O)N=[S@@](=O)(N)C2=NN(C=C2)C(F)F)C2CC2